prop-ane CCC